(+-)-4-(3-(2-((2R)-2-hydroxy-7-azabicyclo[2.2.1]heptan-7-yl)acetyl)-2,5-dimethyl-4-(trifluoromethyl)-1H-pyrrol-1-yl)benzonitrile O[C@H]1C2CCC(C1)N2CC(=O)C2=C(N(C(=C2C(F)(F)F)C)C2=CC=C(C#N)C=C2)C